1-(3-pyrimidin-5-yl-1H-pyrrolo[2,3-b]pyridin-4-yl)piperidin-3-amine N1=CN=CC(=C1)C1=CNC2=NC=CC(=C21)N2CC(CCC2)N